2-chloro-4-((3,3-difluorocyclobutyl)amino)-N-(2,6-DIMETHYLPHENYL)pyrimidine-5-carboxamide ClC1=NC=C(C(=N1)NC1CC(C1)(F)F)C(=O)NC1=C(C=CC=C1C)C